((5-(5-chloropyrimidin-2-yl)-1,3,4-oxadiazol-2-yl)methyl)-N-(4-fluorophenyl)-2-(4-methyl-2-(trifluoromethyl)phenyl)acetamide ClC=1C=NC(=NC1)C1=NN=C(O1)CC(C(=O)NC1=CC=C(C=C1)F)C1=C(C=C(C=C1)C)C(F)(F)F